FC1(CCNCC1)CNC=1C=C(C=CC1C(F)(F)F)C1=NNC(O1)=O 5-[3-{[(4-Fluoropiperidin-4-yl)methyl]amino}-4-(trifluoromethyl)phenyl]-1,3,4-oxadiazol-2(3H)-one